sodium xylenethiolate C1(C(C=CC=C1)C)(C)[S-].[Na+]